C(C\C=C/C=C/C)OC(C\C=C/CC)=O Z,E-3,5-Heptadienyl-cis-3-hexenoat